5-(4-chloro-1H-indol-7-yl)-N,N-diethyl-6-(hydroxymethyl)-1-methyl-1,2,3,6-tetrahydropyridine-3-carboxamide ClC1=C2C=CNC2=C(C=C1)C1=CC(CN(C1CO)C)C(=O)N(CC)CC